2,6-difluoro-phenylalanine FC1=C(C[C@H](N)C(=O)O)C(=CC=C1)F